BrCC1=CC(=CC=C1)C1CCCC1 1-(bromomethyl)-3-cyclopentylbenzene